3-[(1-benzofuran-5-ylmethyl)amino]pyridine O1C=CC2=C1C=CC(=C2)CNC=2C=NC=CC2